COC1=CC=C(C=C1)N1N=CC2=C1C(N(CC2)C2=CC=C(C=C2)N2C(CCCC2)=O)=O 4,5,6,7-tetrahydro-1-(4-methoxyphenyl)-7-oxo-6-[4-(2-oxo-1-piperidyl)phenyl]-1H-pyrazolo[3,4-c]pyridine